N-(2-amino-4-fluorophenyl)-4-[[[4-[(3-methylpyridin-2-yl)amino]pyrrolo[2,1-f][1,2,4]triazin-2-yl]thio]methyl]benzamide NC1=C(C=CC(=C1)F)NC(C1=CC=C(C=C1)CSC1=NN2C(C(=N1)NC1=NC=CC=C1C)=CC=C2)=O